NC1=CC=NC1 4-amino-5H-pyrrole